(R)-N-(3-(1-((2-amino-5-(1-methyl-1H-pyrazol-4-yl)pyridin-3-yl)oxy)ethyl)phenyl)-3-(methylthio)benzamide NC1=NC=C(C=C1O[C@H](C)C=1C=C(C=CC1)NC(C1=CC(=CC=C1)SC)=O)C=1C=NN(C1)C